methyl 3-(4-bromo-1H-pyrazol-1-yl)bicyclo[1.1.1]pentane-1-carboxylate BrC=1C=NN(C1)C12CC(C1)(C2)C(=O)OC